2H-pyrrolo[3,2-c]pyridine N=1CC=C2C=NC=CC21